(2'S,4R)-1'-[(2-chloropyrimidin-5-yl)methyl]-2-ethyl-2'-methyl-spiro[6,7-dihydrothieno[3,2-c]pyran-4,4'-piperidine] ClC1=NC=C(C=N1)CN1[C@H](C[C@@]2(CC1)OCCC1=C2C=C(S1)CC)C